ClC=1C=CC(=C(C1)C=1C=C2C(=CN=C(C2=CC1)NCC1=C(C=C(C=C1)OC)OC)C)OC 6-(5-chloro-2-methoxyphenyl)-N-[(2,4-dimethoxyphenyl)methyl]-4-methylisoquinolin-1-amine